ClC1=C2C=C(C3(C2=CC=C1)CCC(CC3)(C(=O)OC)NC3=CC(=CC=C3)Cl)C[C@H](COCC3=CC=C(C=C3)OC)C methyl (1r,4R)-4'-chloro-4-(3-chloroanilino)-2'-{(2R)-3-[(4-methoxyphenyl)methoxy]-2-methylpropyl}spiro[cyclohexane-1,1'-indene]-4-carboxylate